C1(=CC=CC=C1)C1=CNC2=C(C=C(C=C12)CN1CCS(CC1)(=O)=O)NC1CCOCC1 4-((3-phenyl-7-((tetrahydro-2H-pyran-4-yl)amino)-1H-indol-5-yl)methyl)thiomorpholine 1,1-dioxide